tert-butyl 4-(6-(1-(3-morpholinopropyl)-1H-pyrazol-4-yl)pyrazolo[1,5-a]pyridin-3-yl)piperazine-1-carboxylate O1CCN(CC1)CCCN1N=CC(=C1)C=1C=CC=2N(C1)N=CC2N2CCN(CC2)C(=O)OC(C)(C)C